ClC1=CC2=C(NC(=N2)NC2=NC3=C(N2C)C=CC(=C3)C(=O)O)C=C1 2-((5-chloro-1H-benzo-[d]imidazol-2-yl)amino)-1-methyl-1H-benzo[d]-imidazole-5-carboxylic acid